CN(C(C(=C)C)=O)S(=O)(=O)C1=CC=CC=C1 N-methyl-N-(phenylsulfonyl)methacrylamide